dichloro(2,4,6-trimethylphenyl)borane ClB(C1=C(C=C(C=C1C)C)C)Cl